2-(2-methylpyrazol-3-yl)thieno[2,3-c]pyridine-3-carbonitrile CN1N=CC=C1C1=C(C=2C(=CN=CC2)S1)C#N